C(C)(=O)NC(C(=O)OC(CCC)CC)C ethyl-butyl acetylaminopropionate